ClC1=CC=C(C=C1)C=1C=2C(=C(SC2N2C(=NN=C2C(N1)CC(=O)N)C)C)C 2-[7-(4-chlorophenyl)-4,5,13-trimethyl-3-thia-1,8,11,12-tetrazatricyclo[8.3.0.02,6]trideca-2(6),4,7,10,12-pentaen-9-yl]acetamide